FC=1C=C(C=C(C1)C)CC(=O)O 2-(3-fluoro-5-methylphenyl)acetic acid